[Mn].N1N=NC(=C1)C(=O)O.N1N=NC(=C1)C(=O)O bistriazolecarboxylic acid manganese